(5S,8S)-8-(aminomethyl)-N-(2,4-dichlorobenzyl)-5-fluoro-8-hydroxy-5,6,7,8-tetrahydroquinoline-5-carboxamide NC[C@]1(CC[C@](C=2C=CC=NC12)(C(=O)NCC1=C(C=C(C=C1)Cl)Cl)F)O